Methyl (R)-3-(4-(4-((1-(3-(difluoromethyl)-2-fluorophenyl) ethyl) amino)-1-methyl-7-oxopyrido[3,4-d]pyridazin-6(7H)-yl) piperidin-1-yl)-3-oxopropanoate FC(C=1C(=C(C=CC1)[C@@H](C)NC1=NN=C(C=2C1=CN(C(C2)=O)C2CCN(CC2)C(CC(=O)OC)=O)C)F)F